CC1CN(CCN1C)C1=CC(=C(N=C(C2=CC=CC=C2)C2=CC=CC=C2)C=C1[N+](=O)[O-])F 4-(3,4-dimethylpiperazin-1-yl)-N-(diphenylmethylene)-2-fluoro-5-nitroaniline